C1(=CC=CC=C1)C=1N=C(OC1C1=CC=CC=C1)[C@H]1[C@H](C1)C(=O)NC |r| rac-(1S,2R)-2-(4,5-diphenyloxazol-2-yl)-N-methylcyclopropanecarboxamide